tert-butyl 4-[4-[4-(6-amino-3-pyridyl)piperazin-1-yl]phenyl]-piperazine-1-carboxylate NC1=CC=C(C=N1)N1CCN(CC1)C1=CC=C(C=C1)N1CCN(CC1)C(=O)OC(C)(C)C